C(CCCCCCCCCCCCCCCCC)OCC(C[N+]1=CC2=CC=CC=C2CC1)OS(=O)(=O)O 3,4-dihydro-2-[3-(octadecyloxy)-2-(sulfooxy)propyl]isoquinolinium